iridium oxide hydrate O.[Ir]=O